(2R,5R,8S)-4,4,8-trimethyltricyclo[6.3.1.02,5]dodecan-1-ylacetate CC1(C[C@H]2C3(CCC[C@@](CC[C@@H]12)(C3)C)CC(=O)[O-])C